N1=CN=CC2=CC=C3C(=C12)C=NO3 Isoxazolo[5,4-H]quinazoline